O1CCN(CC1)C1=CC=CC=N1 6-morpholinopyridine